C(C)(=O)OC(CCCCCCC/C=C/C=C)CC trans-12-tetradecadienyl acetate